tert-Butyl N-[(3R)-1-(5-carbamoylpyrazin-2-yl)pyrrolidin-3-yl]-N-methyl-carbamate C(N)(=O)C=1N=CC(=NC1)N1C[C@@H](CC1)N(C(OC(C)(C)C)=O)C